monoethyl carbonate sodium salt [Na+].C(OCC)([O-])=O